FC1=C(C=C(C=C1)[C@H]1[C@@H](C1)C=1C(=NC(=NC1)C1=NC=CC=N1)C1=CC=CC=C1)OC trans-5-(2-(4-Fluoro-3-methoxyphenyl)cyclopropyl)-4-phenyl-2,2'-bipyrimidine